C1=2CN(CCN(CCN(CC(=CC=C1)N2)CC(=O)O)CC(=O)O)CC(=O)O 3,6,9,15-tetraazabicyclo[9.3.1]Pentadecane-1(15),11,13-triene-3,6,9-triacetic acid